2-cyano-3-(4-fluorophenyl)propionic acid methyl ester COC(C(CC1=CC=C(C=C1)F)C#N)=O